7-(1-methyl-1H-pyrazol-4-yl)quinolin-5-ol CN1N=CC(=C1)C=1C=C(C=2C=CC=NC2C1)O